6-(Imidazo[1,2-a]pyrazin-3-carbonyl)-N-(3-(trifluoromethyl)phenyl)-4,5,6,7-tetrahydrothieno[2,3-c]pyridin-3-carboxamid N=1C=C(N2C1C=NC=C2)C(=O)N2CC1=C(CC2)C(=CS1)C(=O)NC1=CC(=CC=C1)C(F)(F)F